N-cyclohexyl-2-(3-fluoro-5,5-dioxido-9-(trifluoromethyl)-6H-dibenzo[c,e][1,2]thiazin-6-yl)acetamide C1(CCCCC1)NC(CN1S(C2=C(C3=C1C=CC(=C3)C(F)(F)F)C=CC(=C2)F)(=O)=O)=O